C1(CCC1)C=1C(=NN(C1C1=CC=C(C=C1)F)C)NC(CC(C(F)(F)F)C(F)(F)F)=O N-(4-cyclobutyl-5-(4-fluorophenyl)-1-methyl-1H-pyrazol-3-yl)-4,4,4-trifluoro-3-(trifluoromethyl)butanamide